tert-butyl (6-methyl-5-(7-(1-methyl-1H-pyrazol-4-yl)-[1,2,4]triazolo[4,3-a]pyridine-3-carboxamido)pyridin-3-yl)carbamate CC1=C(C=C(C=N1)NC(OC(C)(C)C)=O)NC(=O)C1=NN=C2N1C=CC(=C2)C=2C=NN(C2)C